ClC=1N(C2=NC=CC(=C2C(C1C(=O)O)=O)NC)C=1SC=CN1 chloro-5-(methylamino)-4-oxo-1-(1,3-thiazol-2-yl)-1,4-dihydro-1,8-naphthyridine-3-carboxylic acid